2-(carbamimidoyl-sulfanyl)acetic acid C(N)(=N)SCC(=O)O